ClC1=NN(C2=C1C=NC=C2)C chloro-1-methyl-pyrazolo[4,3-c]pyridine